CC=1N=C2N(N=C(C=C2C)C2=CN=C3C(=N2)SC(=C3)CC3CN(CC3)C(=O)OC(C)(C)C)C1 tert-butyl 3-((3-(2,8-dimethylimidazo[1,2-b]pyridazin-6-yl)thieno[2,3-b]pyrazin-6-yl)methyl)pyrrolidine-1-carboxylate